1-(pyridin-3-ylmethyl)-3-{4-[(1,3,5-trimethyl-1H-pyrazol-4-yl)sulfamoyl]phenyl}urea N1=CC(=CC=C1)CNC(=O)NC1=CC=C(C=C1)S(NC=1C(=NN(C1C)C)C)(=O)=O